1-(4-chlorophenyl)-4-ethoxy-N-(3-fluoro-4-{[2-(5-{[(2-methoxyethyl)amino]methyl}pyridine-2-yl)thieno[3,2-b]pyridin-7-yl]oxy}phenyl)-2-oxo-1,2-dihydropyridine-3-carboxamide ClC1=CC=C(C=C1)N1C(C(=C(C=C1)OCC)C(=O)NC1=CC(=C(C=C1)OC1=C2C(=NC=C1)C=C(S2)C2=NC=C(C=C2)CNCCOC)F)=O